3-propyl-hexanolate C(CC)C(CC[O-])CCC